CC(C(C(=O)OC)NC(C#C[Si](C(C)C)(C(C)C)C(C)C)=O)(C)SC(C1=CC=CC=C1)(C1=CC=CC=C1)C1=CC=CC=C1 methyl 3-methyl-2-(3-triisopropylsilylprop-2-ynoylamino)-3-tritylsulfanyl-butanoate